p-tolylbiguanide hydrochloride Cl.C1(=CC=C(C=C1)NC(=N)NC(=N)N)C